COC([C@@H]([C@H](CC1=CC=CC=C1)O)O)=O.O1COC2=C1C=CC(=C2)OCC(=O)N 2-(benzo[d][1,3]dioxol-5-yloxy)acetamide (2R,3S)-methyl-2,3-dihydroxy-4-phenylbutanoate